FC(C)(F)C1=NC(=CC(=N1)N1N=C(C=2C=NC(=CC21)NC(CC)=O)N2C[C@](CC2)(C)N(C)C)C (R)-N-(1-(2-(1,1-difluoroethyl)-6-methylpyrimidin-4-yl)-3-(3-(dimethylamino)-3-methylpyrrolidin-1-yl)-1H-pyrazolo[4,3-C]pyridin-6-yl)propionamide